C(C)(C)N1C(N(C2=C1C=C(C=C2)[N+](=O)[O-])C)=O 3-isopropyl-1-methyl-5-nitro-1H-benzo[d]imidazol-2(3H)-one